ClC1=C(C=CC(=C1)C(F)(F)F)N1CCC(CC1)(C(=O)NCCN(C)C)C=1C=NC(=CC1)C1=C(C=CC=C1)OCC 1-[2-chloro-4-(trifluoromethyl)phenyl]-N-[2-(dimethylamino)ethyl]-4-[6-(2-ethoxyphenyl)pyridin-3-yl]piperidine-4-carboxamide